Methyl 2-{bis[(4-methoxyphenyl)methyl]amino}pyridine-3-carboxylate COC1=CC=C(C=C1)CN(C1=NC=CC=C1C(=O)OC)CC1=CC=C(C=C1)OC